N=1C=NN2C1C=C(C=C2)OC2=C(C=C(C=C2)NC2=NC=NC1=CC=C3C(=C21)OC[C@@H]2OCCN3C2)C (3R)-N-(4-([1,2,4]triazolo[1,5-a]pyridin-7-yloxy)-3-methylphenyl)-2,3,5,6-tetrahydro-3,7-methano[1,4,7]dioxazonino[5,6-f]quinazolin-13-amine